3,5-Dimethyl-6-(1-methylbutyl)-pyran-2-one CC=1C(OC(=C(C1)C)C(CCC)C)=O